FC1=NC(=CC(=C1)C(F)(F)F)NN 2-fluoro-6-hydrazineyl-4-(trifluoromethyl)pyridine